(S)-N-(2-chlorophenyl)-2-(4-(4-fluorophenyl)-thiazol-2-yl)pyrrolidine-1-carboxamide 1H-3a,7-methanoazulen-6-yl-cinnamate C1C=CC23C=CC(=C(C=C12)C3)OC(C=CC3=CC=CC=C3)=O.ClC3=C(C=CC=C3)NC(=O)N3[C@@H](CCC3)C=3SC=C(N3)C3=CC=C(C=C3)F